OC1(CC2(CN(C2)C(=O)OC(C)(C)C)C1)C1=CC=NC=C1 tert-butyl 6-hydroxy-6-(4-pyridyl)-2-azaspiro[3.3]heptane-2-carboxylate